NCCC=1C=NC(=NC1)C1=C(C=C(C#N)C=C1)CN1N=NC(=C1)C1CC1 4-[5-(2-aminoethyl)pyrimidin-2-yl]-3-[(4-cyclopropyltriazol-1-yl)methyl]benzonitrile